2-cyano-N-(2-(N-vinylacetamido)ethyl)-2-(9H-xanthen-9-ylidene)acetamide ethyl-2-(2-(6-fluoro-2-oxo-1,4-dihydroquinazolin-3(2H)-yl)phenoxy)acetate C(C)OC(COC1=C(C=CC=C1)N1C(NC2=CC=C(C=C2C1)F)=O)=O.C(#N)C(C(=O)NCCN(C(C)=O)C=C)=C1C2=CC=CC=C2OC=2C=CC=CC12